7-(pyrrolidin-1-yl)heptanoic acid methyl ester COC(CCCCCCN1CCCC1)=O